C(C)(C)(C)OC(=O)NCCN1CC2=CC(=CC=C2CC1)C(=O)OC Methyl 2-[2-(tert-butoxycarbonylamino)ethyl]-3,4-dihydro-1H-isoquinoline-7-carboxylate